4-(3-bromo-1-methyl-1H-pyrazole-4-yl)-1-(4-methoxybenzyl)-6-methyl-1H-pyrazolo[3,4-b]Pyridine BrC1=NN(C=C1C1=C2C(=NC(=C1)C)N(N=C2)CC2=CC=C(C=C2)OC)C